3-isopropyl-5-(1H-pyrrol-3-yl)-1H-indole C(C)(C)C1=CNC2=CC=C(C=C12)C1=CNC=C1